BrC1=CC=C(C=C1)/C=C/C(=O)C1=CC(=CC=C1)O (E)-3-(4-bromophenyl)-1-(3-hydroxyphenyl)prop-2-en-1-one